ClCC=1SC2=C(N1)C=CC(=C2)C#N 2-(chloromethyl)benzo[d]thiazole-6-carbonitrile